CN[C@@H](CC1=CC=C(C=C1)O)C(=O)O (S)-N-methyl-tyrosine